(2S,4S)-1-acryloyl-4-(7-bromo-8-chloro-4-(3-(dimethylamino)azetidin-1-yl)-6-fluoro-1H-imidazo[4,5-c]quinolin-1-yl)piperidine-2-carbonitrile C(C=C)(=O)N1[C@@H](C[C@H](CC1)N1C=NC=2C(=NC=3C(=C(C(=CC3C21)Cl)Br)F)N2CC(C2)N(C)C)C#N